OC1=C(C(=CC(=C1)C(F)(F)F)C)C=1C=CC=2C(N1)=NN(C2[C@H](C)O)[C@H]2CCC(N(C2)C(C)C)=O |o1:21,24| (S or R)-5-(6-(2-hydroxy-6-methyl-4-(trifluoromethyl)phenyl)-3-((S or R)-1-hydroxyethyl)-2H-pyrazolo[3,4-b]pyridin-2-yl)-1-isopropylpiperidin-2-one